2,6-dimethyl-9,10-dihydro-anthracene CC1=CC=2CC3=CC=C(C=C3CC2C=C1)C